ClC=1C=C(C=NC1)NC=1C2=C(N=CN1)C=CC(=N2)O[C@@H]2CNCC2 N-(5-Chloro-3-pyridyl)-6-[(3S)-pyrrolidin-3-yl]oxy-pyrido[3,2-d]pyrimidin-4-amine